1-ethyl-8-hydroxy-6-morpholinoquinoxalin-2(1H)-one C(C)N1C(C=NC2=CC(=CC(=C12)O)N1CCOCC1)=O